butyl 4-cyano-4-(3-pyridylmethyl)piperidine-1-carboxylate C(#N)C1(CCN(CC1)C(=O)OCCCC)CC=1C=NC=CC1